ClC(C1=NC(=NO1)C1=CC=C(CNC=2C(C(C2NCCOC)=O)=O)C=C1)(F)F 3-((4-(5-(chlorodifluoromethyl)-1,2,4-oxadiazol-3-yl)benzyl)amino)-4-((2-methoxyethyl)amino)cyclobut-3-ene-1,2-dione